FC1=CC(=C(C=C1)C(CC1(CN(C1)C(=O)OC(C)(C)C)O)=O)O tert-butyl 3-[2-(4-fluoro-2-hydroxyphenyl)-2-oxoethyl]-3-hydroxyazetidine-1-carboxylate